2-(6-((5-methyl-2-((1-(tetrahydro-2H-pyran-4-yl)-1H-pyrazol-4-yl)amino)thieno[2,3-d]pyrimidin-4-yl)amino)pyridin-2-yl)propan-2-ol CC1=CSC=2N=C(N=C(C21)NC2=CC=CC(=N2)C(C)(C)O)NC=2C=NN(C2)C2CCOCC2